NC1=C(C=C(C=N1)NC(C(=O)N1[C@@H](CC[C@H](C1)C)C=1C=NC(=CC1)NS(=O)(=O)C)=O)C |o1:12,15| rel-N-(6-amino-5-methyl-3-pyridyl)-2-[(2S,5R)-2-[6-(methanesulfonamido)-3-pyridyl]-5-methyl-1-piperidyl]-2-oxo-acetamide